2-((diphenylmethylene)amino)pyridin-4-amine C1(=CC=CC=C1)C(C1=CC=CC=C1)=NC1=NC=CC(=C1)N